4-((1r,3r,5s)-8-azabicyclo[3.2.1]oct-3-yl)-7-chloro-1-methyl-1,4-dihydropyrido[2,3-b]pyrazine-2,3-dione hydrochloride Cl.[C@H]12CC(C[C@H](CC1)N2)N2C1=C(N(C(C2=O)=O)C)C=C(C=N1)Cl